2-[(3-amino-1-ethylpropyl)amino]ethanol NCCC(CC)NCCO